ClC1=CC=C(C(=C1C(=O)OC)C=O)O Methyl 6-chloro-2-formyl-3-hydroxybenzoate